C(C)(=O)N1CC=2N(CC1)C(=CC2)C(=O)N[C@H](C(=O)NC2=C(C=C(C=C2)C=2C(=[N+](C=CC2C)[O-])C)F)C2CCCCCC2 (S)-3-(4-(2-(2-acetyl-1,2,3,4-tetrahydropyrrolo[1,2-a]pyrazine-6-carboxamido)-2-cycloheptylacetamido)-3-fluorophenyl)-2,4-dimethylpyridine 1-oxide